1,2-diphenylethylurea C1(=CC=CC=C1)C(CC1=CC=CC=C1)NC(=O)N